C1COCCN1CN2CCOCC2 N,N'-dimorpholinomethane